ethyl 4-(2-(2-(3-(((tert-butoxycarbonyl)(methyl)amino) methyl)imidazo[1,2-a]pyridin-6-yl)-5-fluorophenoxy)ethyl)-1,5-dimethyl-1H-pyrazole-3-carboxylate C(C)(C)(C)OC(=O)N(C)CC1=CN=C2N1C=C(C=C2)C2=C(OCCC=1C(=NN(C1C)C)C(=O)OCC)C=C(C=C2)F